5-((R)-3-(dimethylamino)pyrrolidin-1-yl)-N-((R)-1-(3-(1-ethyl-1H-pyrazol-3-yl)-5-(1-methyl-1H-pyrazol-4-yl)phenyl)ethyl)-2-methylbenzamide CN([C@H]1CN(CC1)C=1C=CC(=C(C(=O)N[C@H](C)C2=CC(=CC(=C2)C=2C=NN(C2)C)C2=NN(C=C2)CC)C1)C)C